FC(CN1N=CC=2C1=NC(=CN2)N2CCC1(CCN(C1)C(=O)C1=NC=C(C=C1)C(F)(F)F)CC2)F 8-[1-(2,2-difluoroethyl)-1H-pyrazolo[3,4-b]pyrazin-6-yl]-2-[5-(trifluoromethyl)pyridine-2-carbonyl]-2,8-diazaspiro[4.5]decane